succinimidyl succinate propionate C(CC)(=O)O.C(CCC(=O)O)(=O)ON1C(CCC1=O)=O